2-(dicyclohexylphosphino)-2'-methylbiphenyl C1(CCCCC1)P(C1=C(C=CC=C1)C1=C(C=CC=C1)C)C1CCCCC1